N-(1,2,3,5,6,7-hexahydros-indacen-4-ylcarbamoyl)-6-(2-hydroxypropan-2-yl)pyridine-3-sulfonamide C1CCC2=C(C=3CCCC3C=C12)NC(=O)NS(=O)(=O)C=1C=NC(=CC1)C(C)(C)O